BrC1=CC=C(CSC2=NN=C3N2C(=C(C(N3)=O)C)C)C=C1 3-[(4-bromobenzyl)sulfanyl]-5,6-dimethyl-[1,2,4]triazolo[4,3-a]pyrimidin-7(8H)-one